octylaminouracil C(CCCCCCC)NC=1C(NC(NC1)=O)=O